2-(2-chloro-5-nitro-phenyl)-5-fluoro-4-methyl-oxazole ClC1=C(C=C(C=C1)[N+](=O)[O-])C=1OC(=C(N1)C)F